(S)-cyclopropylmethyl 2-amino-4-methylpentanoate hydrochloride Cl.N[C@H](C(=O)OCC1CC1)CC(C)C